COS(=O)(=O)[O-].C(C(=C)C)(=O)OCC[N+](C)(C)C 2-(methacryloxy)ethyl-trimethylammonium methylsulfate